(2R,3S,4R,5R)-4-[[3-(2-ethoxy-3,4-difluoro-phenyl)-4,5-dimethyl-5-(trifluoromethyl)tetrahydrofuran-2-carbonyl]amino]-1-oxo-pyridin-1-ium-2-carboxamide C(C)OC1=C(C=CC(=C1F)F)[C@H]1C(O[C@]([C@@H]1C)(C(F)(F)F)C)C(=O)NC1=C[C@@H]([N+](C=C1)=O)C(=O)N